C(C)OC(CCC(=O)N(C)OC)=O 4-(methoxy(methyl)amino)-4-oxobutyric acid ethyl ester